C(C1=CC=CC=C1)N(CC1OCC1)CC1=CC=CC=C1 N,N-dibenzyl-1-(oxetan-2-yl)methanamine